Kalium 7-[[4-[2-Fluoro-4-[[1-[(3-Chlorophenyl)carbamoyl]cyclopropanecarbonyl] amino]phenoxy]-6-methoxy-7-quinolyl]oxy]heptanoat FC1=C(OC2=CC=NC3=CC(=C(C=C23)OC)OCCCCCCC(=O)[O-])C=CC(=C1)NC(=O)C1(CC1)C(NC1=CC(=CC=C1)Cl)=O.[K+]